N1(CCCCC1)C(=O)ON(CC(C)(C)C)CC(=O)OCC1=CC=CC=C1 tert-butyl-((2-(benzyloxy)-2-oxoethyl) (methyl) amino) piperidine-1-carboxylate